CC(C)(C)C1CCC2(OCC(O2)CN(CCC)CC)CC1 8-(1,1-dimethylethyl)-N-ethyl-N-propyl-1,4-dioxaspiro[4.5]decane-2-methanamine